O=C(CO\N=C(\[C@H](C)NC=1C(=CN(NC1)COCC[Si](C)(C)C)C(F)(F)F)/C)N1CCN(CC1)C1=NC=C(C=N1)C(F)(F)F (S,E)-5-({3-[(2-oxo-2-{4-[5-(trifluoromethyl)pyrimidin-2-yl]piperazin-1-yl}ethoxy)imino]butan-2-yl}amino)-4-(trifluoromethyl)-2-{[2-(trimethylsilyl)ethoxy]methyl}pyridazine